3-(2-cyanoethyl) 5-methyl 4-(benzo[c][1,2,5]oxadiazol-4-yl)-2,6-dimethyl-1,4-dihydropyridine-3,5-dicarboxylate N=1ON=C2C1C=CC=C2C2C(=C(NC(=C2C(=O)OC)C)C)C(=O)OCCC#N